(3S,4R)-4-(4-amino-5-chloro-2,3-dihydrobenzofuran-7-carboxamido)-3-methoxypiperidine-1-carboxylic acid tert-butyl ester C(C)(C)(C)OC(=O)N1C[C@@H]([C@@H](CC1)NC(=O)C1=CC(=C(C=2CCOC21)N)Cl)OC